5-(1-bromoethyl)-2-(1-ethyl-4-(trifluoromethyl)-1H-imidazol-2-yl)pyridine BrC(C)C=1C=CC(=NC1)C=1N(C=C(N1)C(F)(F)F)CC